1,2,3,5-tetra(2-mercaptoethylthio)benzene SCCSC1=C(C(=CC(=C1)SCCS)SCCS)SCCS